[Si](C)(C)(C(C)(C)C)OCC=1C(=C(C=CC1F)[C@H]1[C@H](O[C@]([C@H]1C)(C(F)(F)F)C)C(=O)OC)OC |r| methyl rac-(2S,3S,4S,5R)-3-(3-(((tert-butyldimethylsilyl)oxy)methyl)-4-fluoro-2-methoxyphenyl)-4,5-dimethyl-5-(trifluoromethyl)tetrahydrofuran-2-carboxylate